N-(6-(2H-1,2,3-triazol-2-yl)-5-(trifluoromethyl)pyridin-3-yl)-4-(3-amino-5-bromo-2-Hydroxypyridin-4-yl)-2-chloro-5-hydroxybenzamide N=1N(N=CC1)C1=C(C=C(C=N1)NC(C1=C(C=C(C(=C1)O)C1=C(C(=NC=C1Br)O)N)Cl)=O)C(F)(F)F